FC=1C=C2C(=CNC2=CC1F)C(CI)=O 1-(5,6-difluoro-1H-indol-3-yl)-2-iodoethanone